FC(C=1C(=C(C=CC1)[C@@H](C)NC=1C2=C(N=C(N1)C)N=CC(=C2)O[C@@H]2COCC2)F)F N-((R)-1-(3-(difluoromethyl)-2-fluorophenyl)ethyl)-2-methyl-6-((S)-tetrahydrofuran-3-yloxy)pyrido[2,3-d]pyrimidin-4-amine